BrC=1C(=C(C=C(C1)Cl)CC(=O)NC1=CCN(C=C1)C(C)(C)C)O 4-[[2-(3-Bromo-5-chloro-2-hydroxyphenyl)acetyl]amino]-N-tert.-butylpyridin